S(=O)(=O)(SCCCN)O S-(3-aminopropyl) hydrogen thiosulfate